2-(prop-2-yn-1-yloxy)ethan C(C#C)OCC